5,6-diamino-4-((2S,5R)-4-(1-(4-fluoro-2-(trifluoromethyl)phenyl)ethyl)-2,5-dimethylpiperazin-1-yl)-1-methylpyridin-2(1H)-one NC=1C(=CC(N(C1N)C)=O)N1[C@H](CN([C@@H](C1)C)C(C)C1=C(C=C(C=C1)F)C(F)(F)F)C